C1(=CC=CC=C1)S(=O)(=O)OC1CCCC1 cyclopentan-1-ol benzenesulfonate